3-(((6-bromopyridin-2-yl)oxy)methyl)-6-(trifluoromethyl)pyridazine BrC1=CC=CC(=N1)OCC=1N=NC(=CC1)C(F)(F)F